1,2,7,11b-Tetrahydro-3H-dibenzo[de,h]isoquinolin-3-one C1NC(C2=C3C(CC4=C(C13)C=CC=C4)=CC=C2)=O